(2S,5R)-2-(1-(4-Bromophenyl)-3-(4-fluorophenyl)-1H-pyrazol-4-yl)-5-methyl-3-(2-(2-oxoindoline-6-yl)ethyl)oxazolidin-4-one BrC1=CC=C(C=C1)N1N=C(C(=C1)[C@@H]1O[C@@H](C(N1CCC1=CC=C2CC(NC2=C1)=O)=O)C)C1=CC=C(C=C1)F